C(C=C)OC1=C(C=C(C(=C1)Cl)C)[C@H](N[S@@](=O)C(C)(C)C)C1CCNCC1 (S)-N-((R)-(2-(allyloxy)-4-chloro-5-methylphenyl)(piperidin-4-yl)methyl)-2-methylpropane-2-sulfinamide